5-(1,1-difluoropropan-2-yl)-1H-pyrazol-3-amine FC(C(C)C1=CC(=NN1)N)F